(Z)-6-(5-fluoro-2-oxoindole-3-ylidene)-2,4,4-trimethyl-1,4,5,6-tetrahydrocyclopenta[b]pyrrole-3-carboxylic acid FC=1C=C2/C(/C(NC2=CC1)=O)=C/1\CC(C2=C1NC(=C2C(=O)O)C)(C)C